2-(2-chloro-4-(3-(4-methyl-2-(4-(trifluoromethyl)phenyl)-thiazol-5-yl)-3-oxopropyl)phenoxy)-2-methyl-propanoic acid ClC1=C(OC(C(=O)O)(C)C)C=CC(=C1)CCC(=O)C1=C(N=C(S1)C1=CC=C(C=C1)C(F)(F)F)C